NC1=NN2C(C3=CC(=CC=C3C(=C2C(=O)OC)OCC2=CC=CC=C2)Br)=N1 Methyl 2-amino-6-(benzyloxy)-9-bromo-[1,2,4]triazolo[5,1-a]isoquinoline-5-carboxylate